1-(4-bromophenyl)cyclopropyl alcohol BrC1=CC=C(C=C1)C1(CC1)O